silicon-sulfide [Si]=S